(4-NITRO-1H-PYRAZOL-1-YL)ACETALDEHYDE [N+](=O)([O-])C=1C=NN(C1)CC=O